(R)-(7-amino-5-azaspiro[2.4]hept-5-yl)(1-(cyclopropylmethyl)-2-(1-(3-hydroxypropyl)-2,3-dihydro-1H-pyrrolo[1,2,3-de]quinoxalin-5-yl)-7-methoxy-1H-benzo[d]imidazol-5-yl)methanone N[C@H]1CN(CC12CC2)C(=O)C2=CC1=C(N(C(=N1)C1=CC=3C=4N1CCN(C4C=CC3)CCCO)CC3CC3)C(=C2)OC